2-(6-amino-5-(8-(2-(piperidin-3-ylethynyl)pyridin-4-yl)-3,8-diazabicyclo[3.2.1]oct-3-yl)pyridazin-3-yl)phenol NC1=C(C=C(N=N1)C1=C(C=CC=C1)O)N1CC2CCC(C1)N2C2=CC(=NC=C2)C#CC2CNCCC2